C(#N)C1=CC=C(COC2=CC=CC(=N2)C2=C(C=C(CC3=NC4=C(N3C[C@H]3OCC3)C=C(C=C4)C(=O)O)C=C2)F)C=C1 (S)-2-(4-(6-((4-cyanobenzyl)oxy)pyridin-2-yl)-3-fluorobenzyl)-1-(oxetan-2-ylmethyl)-1H-benzo[d]imidazole-6-carboxylic acid